3-Methyl-2-{7H-pyrrolo[2,3-c]pyridazin-3-yl}-5-(trifluoromethyl)phenol CC=1C(=C(C=C(C1)C(F)(F)F)O)C1=CC2=C(N=N1)NC=C2